N-[5-(3-cyano-4-hydroxyphenyl)-1-trityl-1H-indazol-3-yl]-1-methylpiperidine-4-carboxamide C(#N)C=1C=C(C=CC1O)C=1C=C2C(=NN(C2=CC1)C(C1=CC=CC=C1)(C1=CC=CC=C1)C1=CC=CC=C1)NC(=O)C1CCN(CC1)C